C[C@H]1CC[C@@H](C(C1)=O)C(C)C |o1:1,4| (2r,5s)-rel-5-methyl-2-(1-methylethyl)-cyclohexanone